6'-(2-(1-(Cyclopropylsulfonyl)-1H-pyrazol-4-yl)pyrimidin-4-yl)-N4'-((1s,4s)-4-fluorocyclohexyl)-5-(morpholinomethyl)-[2,3'-bipyridine]-4',6'-diamine C1(CC1)S(=O)(=O)N1N=CC(=C1)C1=NC=CC(=N1)C1(C=C(C(=CN1)C1=NC=C(C=C1)CN1CCOCC1)NC1CCC(CC1)F)N